trans-3-[(4-fluorophenoxy)methyl]-4-methyl-2-[5-methyl-2-(2H-1,2,3-triazol-2-yl)benzoyl]-2-azabicyclo[3.1.1]heptane FC1=CC=C(OCC2N(C3CC(C2C)C3)C(C3=C(C=CC(=C3)C)N3N=CC=N3)=O)C=C1